2-[5-[[5-chloro-4-[3-(2-pyridyl)phenyl]pyrimidin-2-yl]amino]-3-pyridyl]-2,8-diazaspiro[4.5]decan-1-one ClC=1C(=NC(=NC1)NC=1C=C(C=NC1)N1C(C2(CC1)CCNCC2)=O)C2=CC(=CC=C2)C2=NC=CC=C2